(S)-(1-((5-(2-fluoroethoxy)-7-((2-methyl-[1,1'-biphenyl]-3-yl)methoxy)-2,3-dihydro-1H-inden-4-yl)methyl)piperidin-2-yl)methanol FCCOC=1C(=C2CCCC2=C(C1)OCC=1C(=C(C=CC1)C1=CC=CC=C1)C)CN1[C@@H](CCCC1)CO